COC1=CC(=CC2=C1O[C@H]([C@@H]2CO)C3=CC(=C(C=C3)O)OC)/C=C/C(=O)O The molecule is a member of the class of 1-benzofurans that is a lignan obtained by cyclodimerisation of ferulic acid. It is isolated from several plants including spearmint. It has a role as a plant metabolite and a bacterial xenobiotic metabolite. It derives from a ferulic acid. It is a conjugate acid of a glycosmisate. It is an enantiomer of a (2S,3R)-glycosmisic acid.